methyl (2Z,3E)-2'-oxo-3-((2-(piperazin-1-yl)ethoxy)imino)-[2,3'-biindolinylidene]-5'-carboxylate O=C\1NC2=CC=C(C=C2/C1=C\1/NC2=CC=CC=C2/C1=N\OCCN1CCNCC1)C(=O)OC